N-(((9H-fluoren-9-yl)methoxy)carbonyl)-O-(4-chlorophenyl)-L-serine C1=CC=CC=2C3=CC=CC=C3C(C12)COC(=O)N[C@@H](COC1=CC=C(C=C1)Cl)C(=O)O